OC1(CCN(CC1)C(=O)[C@H]1[C@@H](CN(CC1)C(=O)C1=C(N=C(S1)C1=C(C=CC=C1)C)C)C1=CC=CC=C1)CN1C=NC2=C(C1=O)N=CC=C2 3-[[4-hydroxy-1-[(3R,4R)-1-[4-methyl-2-(o-tolyl)thiazole-5-carbonyl]-3-phenyl-piperidine-4-carbonyl]-4-piperidinyl]methyl]pyrido[3,2-d]pyrimidin-4-one